FC=1C(=C2C(=NC1)N(N=C2)C)C2CCC(CC2)C2=CC=1C(=NC(=CN1)C)NC2=O 7-((1r,4r)-4-(5-fluoro-1-methyl-1H-pyrazolo[3,4-b]pyridin-4-yl)cyclohexyl)-3-methylpyrido[2,3-b]pyrazin-6(5H)-one